COC1=C(C=C2CCN3C(C2=C1)=C(C(=CC3=O)NCC3OCCC3)C)OCC(F)(F)F 10-methoxy-1-methyl-2-[(tetrahydro-furan-2-ylmethyl)-amino]-9-(2,2,2-trifluoro-ethoxy)-6,7-dihydro-pyrido[2,1-a]isoquinolin-4-one